2-(((1s,4s)-4-((5-(1-(2,2-difluoroethyl)-2-methyl-1H-imidazo[4,5-b]pyrazin-6-yl)-7H-pyrrolo[2,3-d]pyrimidin-2-yl)amino)cyclohexyl)oxy)ethan-1-ol FC(CN1C(=NC=2C1=NC(=CN2)C2=CNC=1N=C(N=CC12)NC1CCC(CC1)OCCO)C)F